methyl 3-bromo-1-(3-(difluoromethoxy)phenyl)-1H-pyrazolo[3,4-b]pyridine-5-carboxylate BrC1=NN(C2=NC=C(C=C21)C(=O)OC)C2=CC(=CC=C2)OC(F)F